2-chloro-1,1,3-trimethoxypropane ClC(C(OC)OC)COC